NC1=C(CC=2C(OC3=CC(=CC=C3C2C)OCCOC=2C(=[N+](ON2)[O-])S(=O)(=O)C2=CC=CC=C2)=O)C=CC=C1 4-(2-(3-(2-aminobenzyl)-4-methyl-2-oxo-2H-chromen-7-yloxy)ethoxy)-3-(benzenesulfonyl)-1,2,5-oxadiazole-2-oxide